(3R)-3-Amino-5-[(4-chlorophenyl)methyl]-7-[5-(2,2-difluorocyclopentyl)-1,3,4-oxadiazol-2-yl]-8-fluoro-1,1-dioxo-2,3-dihydro-1λ6,5-benzothiazepin-4-one N[C@H]1CS(C2=C(N(C1=O)CC1=CC=C(C=C1)Cl)C=C(C(=C2)F)C=2OC(=NN2)C2C(CCC2)(F)F)(=O)=O